p-styrenecarboxylic acid glycidyl ester C(C1CO1)OC(=O)C1=CC=C(C=C)C=C1